FC(C1=NNC=C1)(F)F 3-(trifluoromethyl)-pyrazole